(4-((6,7-dimethoxyquinazolin-4-yl)oxy)-2,6-difluorophenyl)-N-(3-methoxyphenyl)-2-oxoacetamide COC=1C=C2C(=NC=NC2=CC1OC)OC1=CC(=C(C(=C1)F)C(C(=O)NC1=CC(=CC=C1)OC)=O)F